COC(=O)[C@H]1O[C@H]([C@@H]2OC(O[C@@H]21)(C)C)N=[N+]=[N-] (3AS,4S,6R,6aR)-6-azido-2,2-dimethyltetrahydrofurano[3,4-d][1,3]dioxole-4-carboxylic acid methyl ester